1-(3,4-difluorophenyl)piperazine FC=1C=C(C=CC1F)N1CCNCC1